C(C1=CC=CC=C1)OCCC1=C(C(=C(C(=N1)CC(C)C)C(=O)N)C=1SC(=CC1)C(NCC1=CC(=C(C=C1)F)F)=O)C=1OC(=NN1)C 6-(2-benzyloxyethyl)-4-[5-[(3,4-difluorophenyl)methylcarbamoyl]-2-thienyl]-2-isobutyl-5-(5-methyl-1,3,4-oxadiazol-2-yl)pyridine-3-carboxamide